4-oxo-2,2,6,6-tetraethylpiperidine O=C1CC(NC(C1)(CC)CC)(CC)CC